FC1=C(COC2=CC=CC(=N2)C2CCN(CC2)C(=O)OC(C)(C)C)C=CC(=C1)C=O tert-butyl 4-(6-((2-fluoro-4-formylbenzyl)oxy)pyridin-2-yl)piperidine-1-carboxylate